(3R,5S)-3-{1-cyclopropyl[({1-[3-(trifluoromethoxy)phenyl]-1H-1,2,3-triazol-4-yl}methyl)carbamoyl]amino}-5-fluoropiperidine-1-carboxamide C1(CC1)N([C@H]1CN(C[C@H](C1)F)C(=O)N)C(NCC=1N=NN(C1)C1=CC(=CC=C1)OC(F)(F)F)=O